C=C1C(NC(C(N1)=O)=CC=1N=CN(C1C1CC1)CC1=CC=CC=C1)=O methylene-6-((5-cyclopropyl-1-benzylimidazol-4-yl)methylene)piperazine-2,5-dione